diacetic acid propionate C(CC)(=O)O.C(C)(=O)O.C(C)(=O)O